5,6,7,8-tetrahydro-3-trifluoromethyl-1,2,4-triazolo[4,3-a]pyrazine phosphate P(=O)(O)(O)O.FC(C1=NN=C2N1CCNC2)(F)F